4-(N-(3-(tert-butyl)-5-cyclopropylbenzyl)-2-(N-(2-methoxybenzyl)-(2,3,4,5,6-pentafluoro-phenyl)sulfonamido)acetamido)-3-cyclopropoxybenzoic acid C(C)(C)(C)C=1C=C(CN(C(CN(S(=O)(=O)C2=C(C(=C(C(=C2F)F)F)F)F)CC2=C(C=CC=C2)OC)=O)C2=C(C=C(C(=O)O)C=C2)OC2CC2)C=C(C1)C1CC1